3-ethyl-N-[[(1S,3R)-3-[[5-(6-oxopyridazin-1-yl)-2-pyridyl]amino]cyclopentyl]methyl]isoxazole-5-carboxamide C(C)C1=NOC(=C1)C(=O)NC[C@@H]1C[C@@H](CC1)NC1=NC=C(C=C1)N1N=CC=CC1=O